ClC=1C=C(C(=NC1)OC1=CC=C(C=C1)C=1N=NNN1)F 5-(4-((5-chloro-3-fluoropyridin-2-yl)oxy)phenyl)-2H-tetrazol